C(C)(C)(C)OC(=O)N[C@@H](C(=O)NC1(CC1)C(C(=O)OCC)(C)C)CC1=CC(=C(C=C1)OC)Cl ethyl 2-((R)-1-(2-((tert-butoxycarbonyl) amino)-3-(3-chloro-4-methoxyphenyl)-propionamido) cyclopropyl)-2-methylpropionate